O[C@H](CC1OC(OC2=C1C=CC=C2)(C)C)NC(C)(C)C ((R)-hydroxy-2-(tert-butylamino)-ethyl)-2,2-dimethyl-4H-benzo[1,3]dioxin